ethyl 4-(3-(3-(benzyloxy)cyclobutyl) ureido)-1-(4-chlorobenzyl)-1H-imidazole-5-carboxylate C(C1=CC=CC=C1)OC1CC(C1)NC(NC=1N=CN(C1C(=O)OCC)CC1=CC=C(C=C1)Cl)=O